(2S,4R)-1-((S)-3,3-dimethyl-2-(2,2,2-trifluoroacetamido)butanoyl)-4-isopropylpyrrolidine-2-carboxylic acid CC([C@@H](C(=O)N1[C@@H](C[C@@H](C1)C(C)C)C(=O)O)NC(C(F)(F)F)=O)(C)C